C1(=CC=CC=C1)N1C=C2C=CC=CC2=C1 2-phenyl-isoindole